BrC1=CC=C(C2=C1N=NS2)C2=CC=C(C=C2)O[C@H](C)CC 4-bromo-7-(4-((R)-sec-butoxy)phenyl)benzothiadiazoleN